vinyl methyl di(methyl 2-methylhexanoate) CC(C(=O)OC=C)(CCCC)C.CC(C(=O)OC)(CCCC)C